3-(3-(4-chloro-3-trifluoromethylphenyl)ureido)-N-(4-hydroxybutyl)-2,3,4,9-tetrahydro-1H-carbazole-5-carboxamide ClC1=C(C=C(C=C1)NC(NC1CCC=2NC=3C=CC=C(C3C2C1)C(=O)NCCCCO)=O)C(F)(F)F